6-(1-methyl-1H-pyrazol-4-yl)-N-(2-methyl-5-(2-(pyrrolidin-1-yl)propanamido)pyridin-3-yl)pyrazolo[1,5-a]pyrazine-3-carboxamide CN1N=CC(=C1)C=1N=CC=2N(C1)N=CC2C(=O)NC=2C(=NC=C(C2)NC(C(C)N2CCCC2)=O)C